CN1CCN(CC1)C=1C=CC(=NC1)NC=1C=CC(=C2CN(C(C12)=O)C(=O)OC(C)(C)C)C1=NC=CC=C1 tert-butyl 7-((5-(4-methylpiperazin-1-yl)pyridin-2-yl)amino)-1-oxo-4-(pyridin-2-yl)isoindoline-2-carboxylate